C1(CCCC1)C1=CC=C(O[C@H]2[C@@H](CN(CC2)C2=CC(N(C=3C=CC(=NC23)C#N)C)=O)C)C=C1 8-((3R,4R)-4-(4-Cyclopentylphenoxy)-3-methylpiperidin-1-yl)-5-methyl-6-oxo-5,6-dihydro-1,5-naphthyridin-2-carbonitril